(+)-alpha-tert-butylbenzylamine C(C)(C)(C)C(C1=CC=CC=C1)N